O=C1NC(CCC1NC1=C(CN2CCN(CC2)C2CCN(CC2)C=2C(=CC3=C(C(C=4NC5=CC(=CC=C5C4C3=O)C#N)(C)C)C2)CC)C=CC=C1)=O 8-(4-(4-(2-((2,6-dioxopiperidin-3-yl)amino)benzyl)piperazin-1-yl)piperidin-1-yl)-9-ethyl-6,6-dimethyl-11-oxo-6,11-dihydro-5H-benzo[b]carbazole-3-carbonitrile